BrC=1C=C(CN2C3=CC=CC=C3C=3C=CC=CC23)C=C(C1)Br N-(3,5-dibromobenzyl)-carbazole